NC1=C(SC(=C1)C1=CC(=CC=C1)F)C(=O)N[C@H]1CN(CCC1)C(=O)OC(C)(C)C tert-butyl (R)-3-(3-amino-5-(3-fluorophenyl)thiophene-2-carboxamido)piperidine-1-carboxylate